Potassium naphthalenide C1=CC=C2[C-]=CC=CC2=C1.[K+]